N-(3-methylpyridin-2-yl)-2-(4-((2-oxo-cyclopentyl)methyl)phenyl)propanamide CC=1C(=NC=CC1)NC(C(C)C1=CC=C(C=C1)CC1C(CCC1)=O)=O